CC1(CN2C(CO1)=CC(=N2)NC2=NC=CC(=N2)C2=CC=CC(=N2)C2=NOC(=C2)[C@]2(C(N(CC2)C)=O)O)C (R)-3-(3-(6-(2-((6,6-Dimethyl-6,7-dihydro-4H-pyrazolo[5,1-c][1,4]oxazin-2-yl)amino)pyrimidin-4-yl)pyridin-2-yl)isoxazol-5-yl)-3-hydroxy-1-methylpyrrolidin-2-one